N-(1'-(2-(1-acetylpiperidin-4-yl)-6-methylpyrimidin-4-yl)-1',2'-dihydrospiro[cyclopropane-1,3'-pyrrolo[3,2-c]pyridin]-6'-yl)acetamide C(C)(=O)N1CCC(CC1)C1=NC(=CC(=N1)N1CC2(C=3C=NC(=CC31)NC(C)=O)CC2)C